CC1=C(C=CC(=C1)C)C1N(CCC1)C=1N=CC(=NC1)C(=O)N[C@H](C)\C=C\S(=O)(=O)C 5-(2-(2,4-Dimethylphenyl)pyrrolidin-1-yl)-N-((R,E)-4-(methylsulfonyl)but-3-en-2-yl)pyrazine-2-carboxamide